(2-(2-(6-((2-boronobenzyl)(pyren-1-ylmethyl)amino)hexyl)-18-oxo-5,8,11,14,17-pentaoxa-2-azaicos-19-en-1-yl)phenyl)boronic acid B(O)(O)C1=C(CN(CCCCCCN(CC2=C(C=CC=C2)B(O)O)CCOCCOCCOCCOCCOC(C=C)=O)CC2=CC=C3C=CC4=CC=CC5=CC=C2C3=C45)C=CC=C1